CC=1N=C2N(C=C(N=C2C)C=2SC3=C(C=NN(C3=O)C3CCNCC3)N2)C1 2-(2,8-dimethylimidazo[1,2-a]pyrazin-6-yl)-6-(piperidin-4-yl)thiazolo[4,5-d]pyridazin-7(6H)-one